O1[C@@H](COCC1)CC1C2=C(C(NC1)=O)C=C(N2)C2=NC(=NC=C2)SC 7-[(2R)-1,4-dioxan-2-ylmethyl]-2-[2-(methylsulfanyl)pyrimidin-4-yl]-1H,5H,6H,7H-pyrrolo[3,2-c]pyridin-4-one